2,2,2-Trifluoroethyl 2-oxo-2-[rac-(2R,5S)-2-(2,3-dihydrobenzofuran-6-yl)-5-methyl-1-piperidyl]acetate O=C(C(=O)OCC(F)(F)F)N1[C@H](CC[C@@H](C1)C)C1=CC2=C(CCO2)C=C1 |r|